dimethyl-isobutanol CC(C(C)C)(O)C